(2R,3S,4S)-4-hydroxy-2-{[4-(1,3-oxazol-5-yl)phenyl]methyl}pyrrolidin-3-yl N-[2-(trifluoromethoxy)ethyl]carbamate FC(OCCNC(O[C@H]1[C@H](NC[C@@H]1O)CC1=CC=C(C=C1)C1=CN=CO1)=O)(F)F